C(C)(C)C1=C(SC2=C1C=CC=C2)C(=O)N isopropyl-1-benzothiophene-2-carboxamide